N1(CC[C@@H]2CCCC[C@H]12)C=1N=CC=C2C(=C(C=NC12)C(=O)N[C@H]1CCOC2=CC=CC=C12)N(C)C cis-8-(2,3,3a,4,5,6,7,7a-octahydroindol-1-yl)-N-[(4S)-chroman-4-yl]-4-(dimethylamino)-1,7-naphthyridine-3-carboxamide